C1N(CC2=CC=CC=C12)C=1N=C2N(C(C1C)=O)C=C(C=C2[C@@H](C)NC=2C(=NC(=CC2)C(F)(F)F)C(=O)O)C (R)-3-((1-(2-(isoindolin-2-yl)-3,7-dimethyl-4-oxo-4H-pyrido[1,2-a]pyrimidin-9-yl)ethyl)amino)-6-(trifluoromethyl)picolinic acid